1-amino-3,3-dimethylcyclohexanecarboxamide NC1(CC(CCC1)(C)C)C(=O)N